(R)-piperidin-1-yl(5-(2-((1,1,1-trifluoropropan-2-yl)amino)-7H-pyrrolo[2,3-d]pyrimidin-5-yl)pyrazolo[1,5-a]pyridin-3-yl)methanone N1(CCCCC1)C(=O)C=1C=NN2C1C=C(C=C2)C2=CNC=1N=C(N=CC12)N[C@@H](C(F)(F)F)C